N1N=C(C=C1)OC(CO)C(C)C 2-((1H-pyrazol-3-yl)oxy)-3-methylbutan-1-ol